NC=1C(=NC(=CC1C(=O)OC)Cl)Cl methyl 3-amino-2,6-dichloropyridine-4-carboxylate